19-hexyl-3,16,18-trimethyl-15-propyl-1-oxa-4,7,10,13,16-pentaazacyclononadecane-5,8,11,14,17-pentaone C(CCCCC)C1C(C(N(C(C(NCC(NCC(NCC(NC(CO1)C)=O)=O)=O)=O)CCC)C)=O)C